FC1=C(C(=C2C=CNC2=C1)S(=O)(=O)C)OC=1C=C(C=CC1)C1=NN(C=N1)CC=1C=C(C=CC1)CCC(=O)N 3-(3-((3-(3-((6-Fluoro-4-(methylsulfonyl)-1H-indol-5-yl)oxy)phenyl)-1H-1,2,4-triazol-1-yl)methyl)phenyl)propanamide